OC[C@]1(N2C[C@H]([C@@H](C1=O)CC2)C)COC (1R,2S,4S,5S)-2-(hydroxymethyl)-2-(methoxymethyl)-5-methyl-quinuclidin-3-one